glycidoxypropyl-diethylmethoxysilane C(C1CO1)OCCC[Si](OC)(CC)CC